7-(7-(Cyclohexyl(hydroxy)methyl)-2,3-dihydro-4H-pyrido[3,2-b][1,4]oxazin-4-yl)-2-methyl-[1,2,4]triazolo[4,3-a]pyridin-3(2H)-one C1(CCCCC1)C(C1=CC=2OCCN(C2N=C1)C1=CC=2N(C=C1)C(N(N2)C)=O)O